C(C)(C)(C)OC(=O)CCCCCCCCC#CC1=CC=C(C=C1)CC(=O)O [p-(10-tert-butoxycarbonyl-1-decynyl)phenyl]acetic acid